(2-((2-fluoro-4-formylphenyl)(methyl)amino)ethyl)(methyl)carbamic acid tert-butyl ester C(C)(C)(C)OC(N(C)CCN(C)C1=C(C=C(C=C1)C=O)F)=O